N16-(2-(3-(6,7-dichloro-2-(2-hydroxyacetyl)-2,3,4,5-tetrahydro-1H-pyrido[4,3-b]indol-9-yl)-1H-pyrazol-1-yl)ethyl)-4,7,10,13-tetraoxahexadecanediamide ClC1=C(C=C(C=2C3=C(NC12)CCN(C3)C(CO)=O)C3=NN(C=C3)CCNC(CCOCCOCCOCCOCCC(=O)N)=O)Cl